Cl.CC1=NC=CC2=C1N=C(S2)N methyl[1,3]thiazolo[4,5-c]pyridin-2-amine hydrochloride